4-iodo-1-(2-methoxyethyl)-1H-pyrazole IC=1C=NN(C1)CCOC